bis(N,N-dimethylamino)benzophenone CN(C)C1=CC=CC(=C1N(C)C)C(=O)C2=CC=CC=C2